2-methyl-2-(5-{[3-(5-{[(1-{2-[(oxan-4-yl)amino]acetyl}piperidin-4-yl)amino]methyl}-1-(2,2,2-trifluoroethyl)-1H-indol-2-yl)prop-2-yn-1-yl]amino}pyridin-2-yl)-propanenitrile CC(C#N)(C)C1=NC=C(C=C1)NCC#CC=1N(C2=CC=C(C=C2C1)CNC1CCN(CC1)C(CNC1CCOCC1)=O)CC(F)(F)F